6-(CHLOROMETHYL)PYRIDINE-2-CARBALDEHYDE ClCC1=CC=CC(=N1)C=O